2-fluoro-5-((6-fluoro-4-(2-hydroxyethyl)-1H-indol-5-yl)oxy)benzimidamide FC1=C(C(N)=N)C=C(C=C1)OC=1C(=C2C=CNC2=CC1F)CCO